ClC1=CC=C(C=C1)S(=O)(=O)CC1=CC=C(N)C=C1 4-(((4-chlorophenyl)sulfonyl)methyl)aniline